FC(CN1CC2(C1)CCN(CC2)C(=O)OC(C)(C)C)F tert-butyl 2-(2,2-difluoroethyl)-2,7-diazaspiro[3.5]nonane-7-carboxylate